COC(=O)C1=NC=C(C=C1C(=O)OC)C 5-methyl-2,3-pyridinedicarboxylic acid dimethyl ester